C(CCCCCCCCCCCCCCCCCCCCC)OC(C(=C)C)=O methacrylic acid behenyl ester